4-(2-bromo-5-chlorophenyl)-1-ethyl-3-(trifluoromethyl)-1H-pyrazole BrC1=C(C=C(C=C1)Cl)C=1C(=NN(C1)CC)C(F)(F)F